C1(CC1)C(=O)N1CCN(CC1)C1=NC=C2C(=N1)N(N=C2C2=C(C(=C(C(=C2)C(F)(F)F)F)O)F)C Cyclopropyl(4-(3-(2,4-difluoro-3-hydroxy-5-(trifluoromethyl)phenyl)-1-methyl-1H-pyrazolo[3,4-d]pyrimidin-6-yl)piperazin-1-yl)methanone